Cl.Cl.S1CC=NC=C1C(=O)N 1,4-thiazine-6-carboxamide dihydrochloride